C(=O)(O)CCP(=O)(O)CN1CCN(CCN(CC1)CP(=O)(CCC(=O)O)O)CP(=O)(O)CCC(=O)O 3-[[4,7-bis[[2-carboxyethyl(hydroxy)phosphoryl]methyl]-1,4,7-triazacyclononan-1-yl]methyl-hydroxy-phosphoryl]propanoic acid